1-ethyl-3-methylimidazole difluorine [F].[F].C(C)N1CN(C=C1)C